ClC1=C(OCC=2C=C(OC3CC4(CN(C4)CC4=NC5=C(N4CC4=CN=CN4CC)C=C(C=C5)C(=O)O)C3)C=CC2)C=CC(=C1)Cl 2-[(6-{3-[(2,4-dichlorophenoxy)methyl]phenoxy}-2-azaspiro[3.3]heptan-2-yl)methyl]-1-[(1-ethyl-1H-imidazol-5-yl)methyl]-1H-1,3-benzodiazole-6-carboxylic acid